salicylate calcium salt [Ca+2].C(C=1C(O)=CC=CC1)(=O)[O-].C(C=1C(O)=CC=CC1)(=O)[O-]